Cl.FC(OC1=NC=CC(=C1)C1=NOC(=N1)C1C(C12CCNCC2)(F)F)F 2-{3-[2-(Difluoromethoxy)pyridin-4-yl]-1,2,4-oxadiazol-5-yl}-1,1-difluoro-6-azaspiro[2.5]octane hydrochloride